potassium diisopropyl phosphite P(OC(C)C)(OC(C)C)[O-].[K+]